2-amino-2,3-dimethyl-butanamide NC(C(=O)N)(C(C)C)C